N1=C(C=NC2=CC=CC=C12)C=1C=NN(C1)[C@@H]1C[C@H](C1)C(=O)O trans-3-(4-(quinoxalin-2-yl)-1H-pyrazol-1-yl)cyclobutane-1-carboxylic acid